C(C)S(=O)(=O)C=1C=C(C=NC1C=1C=C2NC=C(C=C2N1)C(F)(F)F)C1=NC(=CC=C1)C1(CC1)C(F)(F)F 5'-(ethylsulfonyl)-6'-[6-(trifluoromethyl)-4H-pyrrolo[3,2-b]pyridin-2-yl]-6-[1-(trifluoromethyl)cyclopropyl]-2,3'-bipyridine